methyl 2-[1-[(3,4-difluorophenyl)methyl]-5-oxopyrrolidin-2-yl]acetat FC=1C=C(C=CC1F)CN1C(CCC1=O)CC(=O)OC